3-Hydroxy-2,4,6-Tribromobenzoic Acid OC=1C(=C(C(=O)O)C(=CC1Br)Br)Br